2,4-dimethylphenyl-hydrazine hydrochloride Cl.CC1=C(C=CC(=C1)C)NN